O=C(CCCC=1N=C(N(C1)C1=CC=CC=C1)NC(C1=CC=CC=C1)=O)N1CCCCC1 N-(4-(4-oxo-4-(piperidin-1-yl)butyl)-1-phenyl-1H-imidazol-2-yl)benzamide